bis(3-((4-(2-(4-hydroxyphenyl)propan-2-yl)phenoxy)carbonyl)phenyl)thiophene-2,5-dicarboxylate OC1=CC=C(C=C1)C(C)(C)C1=CC=C(OC(=O)C=2C=C(C=CC2)C=2C(=C(SC2C(=O)[O-])C(=O)[O-])C2=CC(=CC=C2)C(=O)OC2=CC=C(C=C2)C(C)(C)C2=CC=C(C=C2)O)C=C1